tert-Butyl 5-(2-chloro-5-(trans)-(2,2-dichloro-3-(3,5-dichlorophenyl)cyclopropane-1-carboxamido)benzamido)indoline-1-carboxylate ClC1=C(C(=O)NC=2C=C3CCN(C3=CC2)C(=O)OC(C)(C)C)C=C(C=C1)NC(=O)[C@@H]1C([C@H]1C1=CC(=CC(=C1)Cl)Cl)(Cl)Cl